C12CNCC(CC1)N2C=2SC=1CN(CCC1N2)C(CCC2=CC=C(C#N)C=C2)=O 4-(3-(2-(3,8-diazabicyclo[3.2.1]octan-8-yl)-6,7-dihydrothiazolo[5,4-c]pyridin-5(4H)-yl)-3-oxopropyl)benzonitrile